benzimidazolo[1,2-b]isoquinoline C1=CC=CC2=C1N1C=C3C=CC=CC3=CC1=N2